N-(3-chloro-4-(pyridine-2-ylmethoxy)phenyl)-benzamide ClC=1C=C(C=CC1OCC1=NC=CC=C1)NC(C1=CC=CC=C1)=O